(1-hydroxycyclohexyl)methanone OC1(CCCCC1)C=O